C(C)(=O)N[C@H](C(=O)N1[C@@H]([C@H]2[C@@H](C1)CCC2)C(=O)N[C@@H](C[C@H]2C(NCC2)=O)\C=C(/S(=O)(=O)C)\F)C2=CC=CC=C2 (1S,3aS,6aR)-2-((S)-2-acetamido-2-phenylacetyl)-N-((S,Z)-4-fluoro-4-(methylsulfonyl)-1-((S)-2-oxopyrrolidin-3-yl)but-3-en-2-yl)octahydrocyclopenta[c]pyrrole-1-carboxamide